4-((5-Chloro-2-iodo-4-(trifluoromethyl)phenoxy)methyl)thiazole ClC=1C(=CC(=C(OCC=2N=CSC2)C1)I)C(F)(F)F